NC1=NC=CC=C1C1=NC=2C(=NC(=CC2)N2N=CC=C2)N1C=1C=C2CC[C@@H](C2=CC1)NC(C1=C(C=CC=C1)Br)=O N-[(1S)-5-[2-(2-aminopyridin-3-yl)-5-(pyrazol-1-yl)imidazo[4,5-b]pyridin-3-yl]-2,3-dihydro-1H-inden-1-yl]-2-bromobenzamide